2-[7-[[5-(trifluoromethyl)-2-pyridinyl]methyl]-2,7-diazaspiro[3.4]octane-2-carbonyl]-2,5-diazaspiro[3.4]octane-6-one FC(C=1C=CC(=NC1)CN1CCC2(CN(C2)C(=O)N2CC3(C2)NC(CC3)=O)C1)(F)F